4-(2-hydroxyethyl)-1-(trifluoromethyl)cyclohexan-1-ol tert-butyl-3,3-difluoro-1,4'-bipiperidine-1'-carboxylate C(C)(C)(C)C1N(CCCC1(F)F)C1CCN(CC1)C(=O)OC1(CCC(CC1)CCO)C(F)(F)F